C(CC=CCCCCCCCCCC)O 3-Tetradecen-1-ol